NC1=C(C(=NN1C(C)C)C1=CC(=C(C=C1)CC(NC1=CC(=NO1)C(C(F)(F)F)(C)C)=O)F)C(=O)N 5-Amino-3-[3-fluoro-4-([[3-(1,1,1-trifluoro-2-methylpropan-2-yl)-1,2-oxazol-5-yl]carbamoyl]methyl)phenyl]-1-isopropylpyrazole-4-carboxamide